4-((S)-2-((1S)-2-aminopropanamido)propanamido)benzyl(2-(3-(5-((3-(3-chloro-4-methylphenyl)ureido)methyl)-1-oxoisoindolin-2-yl)-2,6-dioxopiperidine-1-carbonyl)benzyl)(methyl) carbamate C(N)(OC(CC1=C(C=CC=C1)C(=O)N1C(C(CCC1=O)N1C(C2=CC=C(C=C2C1)CNC(=O)NC1=CC(=C(C=C1)C)Cl)=O)=O)CC1=CC=C(C=C1)NC([C@H](C)NC(C(C)N)=O)=O)=O